C(CCCCCN=CC1=CC=CC=C1)N=CC1=CC=CC=C1 N,N'-(hexane-1,6-diyl)bis(1-phenylmethanimine)